NC1=C(C=NN1C1=CC=CC=C1)C(=O)N 5-amino-1-phenyl-1H-pyrazole-4-carboxamide